NC1=CC=C(C=C1)S(=O)(=O)CNC(=O)C1=CC=C(C=C1)C1=CC=CC=C1 N-(((4-aminophenyl)sulfonyl)methyl)-[1,1'-biphenyl]-4-carboxamide